Ethyl-{[4-cyano-1-(2-fluorophenyl)-5-(pyridazin-4-yl)-1H-pyrazol-3-yl] oxy} acetate C(C)(=O)OOC1=NN(C(=C1C#N)C1=C(N=NC=C1)CC)C1=C(C=CC=C1)F